5a-androstane-2β,17β-diol C[C@@]12[C@H](CC[C@H]1[C@@H]1CC[C@H]3CC[C@H](C[C@]3(C)[C@H]1CC2)O)O